tert-Butyl N-[[(2S)-2-amino-4-methyl-pentanoyl]amino]carbamate N[C@H](C(=O)NNC(OC(C)(C)C)=O)CC(C)C